ClC=1C=C(C=C(C1)Cl)N1CCN(CC1)S(=O)(=O)C1=CC=C(C=C1)NC(C1=C(C=CC(=C1)C=O)N(S(=O)(=O)C)C)=O N-(4-((4-(3,5-dichlorophenyl)piperazin-1-yl)sulfonyl)phenyl)-5-formyl-2-(N-methylmethylsulfonamido)-benzamide